NCC1=CC(=C(C=C1)NC(=O)C1=CC2=C(OCCC3=C2SC=C3)C=C1C=1C(=NC(=CC1)C(NCCC)=O)C(=O)OC)CC(=O)NCC1=CC=CC=C1 methyl 3-(9-((4-(aminomethyl)-2-(2-(benzylamino)-2-oxoethyl)phenyl)carbamoyl)-4,5-dihydrobenzo[b]thieno[2,3-d]oxepin-8-yl)-6-(propylcarbamoyl)picolinate